m-phenylenediamine phosphate P(=O)(O)(O)O.C1(=CC(=CC=C1)N)N